(S)-4-((tetrahydrofuran-3-yl)oxy)-N-(1-((4-(1,2,3,6-tetrahydropyridin-4-yl)phenyl)sulfonyl)piperidin-4-yl)-5-(trifluoromethyl)pyrimidin-2-amine O1C[C@H](CC1)OC1=NC(=NC=C1C(F)(F)F)NC1CCN(CC1)S(=O)(=O)C1=CC=C(C=C1)C=1CCNCC1